(2R)-2-AMINO-2-CYCLOBUTYLPROPANOIC ACID N[C@](C(=O)O)(C)C1CCC1